Cl.ClC1=NC=CC(=C1)C(O)(C1(CNC1)C)C1=CC=C(C=C1)C(C)C (2-chloro-pyridin-4-yl)-(4-isopropyl-phenyl)-(3-methyl-azetidin-3-yl)-methanol, hydrochloride